3-carboxymethyl-1,2,4-cyclopentantricarboxylic acid C(=O)(O)CC1C(C(CC1C(=O)O)C(=O)O)C(=O)O